COC=1C=CC(=C2CN(C(NC12)=O)C1CCC(CC1)(C(=O)OCC)C)C Ethyl 4-(8-methoxy-5-methyl-2-oxo-1,2-dihydroquinazolin-3(4H)-yl)-1-methylcyclohexanecarboxylate